N-{(6R)-7,7-difluoro-2-[6-methoxy-4-(2,4,6-trifluorophenyl)[1,2]oxazolo[5,4-b]pyridin-3-yl]-3-oxo-2,5,6,7-tetrahydro-3H-pyrrolo[1,2-c]imidazol-6-yl}methanesulfonamide FC1([C@@H](CN2C(N(C=C21)C2=NOC1=NC(=CC(=C12)C1=C(C=C(C=C1F)F)F)OC)=O)NS(=O)(=O)C)F